Cl.[C@H]12OC[C@](NC1)(C2)CC[O-] 2-((1R,4R)-2-oxa-5-azabicyclo[2.2.1]Hept-4-yl)ethanolate hydrochloride